ClC1=CC=C(C(=O)C2=C(C(=O)O)C=C(C=C2F)[C@@](CC)(C2CCOCC2)O)C=C1 (R)-2-(4-chlorobenzoyl)-3-fluoro-5-(1-hydroxy-1-(tetrahydro-2H-pyran-4-yl)propyl)benzoic acid